(2,6-Dichloropyridin-4-yl)methyl (1S,2R)-2-aminocyclopentane-1-carboxylate hydrochloride Cl.N[C@H]1[C@H](CCC1)C(=O)OCC1=CC(=NC(=C1)Cl)Cl